1-(5-(sec-butylsulfanyl)-4-(3,4-dichlorophenyl)thiazol-2-yl)-4-(3,5-dichlorophenyl)-3-methyl-1H-pyrazole-5-carboxylic acid C(C)(CC)SC1=C(N=C(S1)N1N=C(C(=C1C(=O)O)C1=CC(=CC(=C1)Cl)Cl)C)C1=CC(=C(C=C1)Cl)Cl